C(C)(C)(C)S(=O)NC1(COC1)C1=CC=C(C=C1)N1N=C(C=C1)NC(=O)N[C@H]1CCOC2=C(C=CC=C12)Cl 1-[1-[4-[3-(tert-butylsulfinylamino)oxetan-3-yl]phenyl]pyrazol-3-yl]-3-[(4S)-8-chlorochroman-4-yl]urea